C1(=CC=CC=C1)C1C(C1)C1=CC=C(C(=O)[O-])C=C1 4-(2-phenylcyclopropyl)benzoate